BrC(C)C1=NC=CN=C1 2-(1-bromoethyl)pyrazine